FC(C(=O)O)(F)F.FC(C(=O)O)(F)F.FC(C(=O)O)(F)F.NCCCCNC(=O)C1=C(C=C(C=C1)NC(=O)C=1N(C(=CN1)C=1C(=NN(C1)CC#N)C(F)(F)F)C)Cl N-(4-((4-aminobutyl)carbamoyl)-3-chlorophenyl)-5-(1-(cyanomethyl)-3-(trifluoromethyl)-1H-pyrazol-4-yl)-1-methyl-1H-imidazole-2-carboxamide tris(2,2,2-trifluoroacetate)